butyl 3-[(1-isopropyl-2-oxo-1,2-dihydro pyrrolo[1,2-b]pyridazine-3-carbonyl) amino]-8-azabicyclo[3.2.1]octane-8-carboxylate C(C)(C)N1N2C(C=C(C1=O)C(=O)NC1CC3CCC(C1)N3C(=O)OCCCC)=CC=C2